4-(6-(4-amino-4-benzylpiperidin-1-yl)pyridin-3-yl)-6-ethoxypyrazolo[1,5-a]pyridine-3-carbonitrile NC1(CCN(CC1)C1=CC=C(C=N1)C=1C=2N(C=C(C1)OCC)N=CC2C#N)CC2=CC=CC=C2